OC(C)C1=NC=2C(=C3C(=NC2)N(C=C3)S(=O)(=O)C3=CC=C(C)C=C3)N1N1CCC(CC1)CC#N 2-(1-(2-(1-hydroxyethyl)-6-tosylimidazo[4,5-d]pyrrolo[2,3-b]pyridin-1(6H)-yl)piperidin-4-yl)acetonitrile